N-(9,9-dimethyl-9,9a-dihydro-4aH-fluoren-6-yl)-N-(4-(naphthalen-2-yl)phenyl)-5a,9a-dihydrodibenzo[b,d]furan-2-amine CC1(C2=CC=C(C=C2C2C=CC=CC12)N(C1=CC2=C(OC3C2C=CC=C3)C=C1)C1=CC=C(C=C1)C1=CC3=CC=CC=C3C=C1)C